NC1=CC=CC(=N1)S(=O)(=O)NC(=O)C=1C(=NC(=CC1)C1=CC(=C(C=C1)Cl)OCC(C)C)N1[C@H](CC[C@H]1C)C N-[(6-Amino-2-pyridyl)sulfonyl]-6-(4-chloro-3-isobutoxyphenyl)-2-[(2S,5R)-2,5-dimethylpyrrolidin-1-yl]pyridin-3-carboxamid